7-fluoro-10-(2-(4-isopropylpiperazin-1-yl)-2-oxoethyl)-2,3-dihydro-1H-benzo[e]pyrrolo[1,2-a][1,4]diazepine-5,11(10H,11aH)-dione FC1=CC2=C(N(C(C3N(C2=O)CCC3)=O)CC(=O)N3CCN(CC3)C(C)C)C=C1